NC1=NC=2C=C(C(=CC2C2=C1C=NN2C)C(=O)N2N(CC(C2)C)C2=NC=C(C=C2F)C#CCF)C (4-amino-1,7-dimethyl-1H-pyrazolo[4,3-c]quinolin-8-yl)(2-(3-fluoro-5-(3-fluoroprop-1-yn-1-yl)pyridin-2-yl)-4-methylpyrazolidin-1-yl)methanone